5H-cyclopenta[3,4][1]benzopyran O1CC=CC2=C1C=1C(=CC2)C=CC1